N-((S)-(7-(((1S,7R)-8,8-difluoro-4-oxo-3,5-diazabicyclo[5.1.0]octan-3-yl)methyl)imidazo[1,2-b]pyridazin-2-yl)(4,4-difluorocyclohexyl)methyl)-4-methyl-1,2,5-oxadiazole-3-carboxamide FC1([C@H]2CNC(N(C[C@@H]12)CC1=CC=2N(N=C1)C=C(N2)[C@@H](NC(=O)C2=NON=C2C)C2CCC(CC2)(F)F)=O)F